C(#N)C(CCP([O-])(=O)C)=O (3-cyano-3-Oxopropyl)methylphosphinate